N-((3-methyl-1-phenyl-1H-pyrazol-5-yl)oxy)methylcyclopentylacetamide CC1=NN(C(=C1)OCNC(CC1CCCC1)=O)C1=CC=CC=C1